5-(((2-((4,4-difluorocyclohexyl)amino)cyclohexyl)(methyl)amino)-4-hydroxy-1-oxoisoindolin-2-yl)piperidine-2,6-dione FC1(CCC(CC1)NC1C(CCCC1)N(C)C1N(C(C2=CC=CC(=C12)O)=O)C1CCC(NC1=O)=O)F